7-(6-(bis(4-methoxybenzyl)amino)-4-methyl-3-(trifluoromethyl)pyridin-2-yl)-6-(2-((2-(1,3-dioxoisoindol-2-yl)ethyl)amino)ethyl)-5,8-difluoroquinazoline-2,4(1H,3H)-dione COC1=CC=C(CN(C2=CC(=C(C(=N2)C2=C(C(=C3C(NC(NC3=C2F)=O)=O)F)CCNCCN2C(C3=CC=CC=C3C2=O)=O)C(F)(F)F)C)CC2=CC=C(C=C2)OC)C=C1